FC=1C=NC(=C(C(=O)N(C)C2COC3=C2C=CC(=C3)F)C1)OC 5-fluoro-N-(6-fluoro-2,3-dihydrobenzofuran-3-yl)-2-methoxy-N-methylnicotinamide